4,5-dimethyl-1-vinyl-2-pyrrolidone CC1CC(N(C1C)C=C)=O